1-(1H-1,2,4-triazol-1-yl)pentan-2-ol N1(N=CN=C1)CC(CCC)O